di(trimethylsilyl)amine C[Si](C)(C)N[Si](C)(C)C